6-((4-(4-(3-amino-2-fluorophenyl)-2-(bicyclo[1.1.1]pent-1-yl)thiazol-5-yl)-pyrimidin-2-yl)amino)-2-thiaspiro[3.3]heptane 2,2-dioxide NC=1C(=C(C=CC1)C=1N=C(SC1C1=NC(=NC=C1)NC1CC2(CS(C2)(=O)=O)C1)C12CC(C1)C2)F